C(CCC)OP(OC1=CC=CC=C1)OCCCC dibutoxyphenoxyphosphine